[[4-[8-bromo-4-[(5-methyl-1H-benzimidazol-2-yl)methylamino]pyrazolo[1,5-a][1,3,5]triazin-2-yl]piperazin-1-yl]methyl]prop-2-enoic acid BrC=1C=NN2C1N=C(N=C2NCC2=NC1=C(N2)C=CC(=C1)C)N1CCN(CC1)CC(C(=O)O)=C